ClC1=C(C(=CC=C1)F)C1=CC=C(N=N1)NC1[C@H]2CN(C[C@@H]12)CC1CCOCC1 (1s,5r)-N-[6-(2-chloro-6-fluoro-phenyl)pyridazin-3-yl]-3-(tetrahydropyran-4-ylmethyl)-3-azabicyclo[3.1.0]hexane-6-amine